5-[4-(1-tert-butoxycarbonyl-1,2,3,6-tetrahydro-pyridin-4-yl)-3-methyl-phenylcarbamoyl]-1,3-dihydro-isoindole-2-carboxylic acid tert-butyl ester C(C)(C)(C)OC(=O)N1CC2=CC=C(C=C2C1)C(NC1=CC(=C(C=C1)C=1CCN(CC1)C(=O)OC(C)(C)C)C)=O